(S)-N-(3-(5-chloro-2-methoxyphenyl)-1-(2-hydroxypentyl)-1H-pyrazol-4-yl)pyrazolo[1,5-a]pyrimidine-3-carboxamide ClC=1C=CC(=C(C1)C1=NN(C=C1NC(=O)C=1C=NN2C1N=CC=C2)C[C@H](CCC)O)OC